phenyl-5-chloro-pyrrolo[1,2-b]pyridazine-7-carboxylate C1(=CC=CC=C1)OC(=O)C1=CC(=C2N1N=CC=C2)Cl